1-(2-(1-(7,8-dimethoxy-[1,2,4]triazolo[4,3-a]quinazolin-5-yl)piperidin-4-yl)ethyl)urea COC=1C=C2C(=NC=3N(C2=CC1OC)C=NN3)N3CCC(CC3)CCNC(=O)N